5-(3H-[1,2,3]triazolo[4,5-b]pyridin-5-yl)-N-(4-((cyclopropylmethoxy)methyl)-3-fluorophenyl)-2-fluorobenzamide N1=NNC2=NC(=CC=C21)C=2C=CC(=C(C(=O)NC1=CC(=C(C=C1)COCC1CC1)F)C2)F